OCNC(CCCCCCCCCCCCCCC)=O N-hydroxymethyl-palmitic acid amide